O[C@H]1C[C@@H](CCC1)NC1=NC(=NC=C1C(=O)N)NC1CCC(CC1)OCC(F)(F)F 4-((1R,3R)-3-hydroxycyclohexylamino)-2-((1r,4R)-4-(2,2,2-trifluoroethoxy)cyclohexylamino)pyrimidine-5-carboxamid